tert-butyl 4-[6-(3,6-dihydro-2H-pyran-4-yl)-5-methyl-2-oxo-3H-imidazo[4,5-b]pyridin-1-yl]piperidine-1-carboxylate O1CCC(=CC1)C=1C=C2C(=NC1C)NC(N2C2CCN(CC2)C(=O)OC(C)(C)C)=O